2-[4-[6-(3-cyclopropyl-1,2,4-triazol-1-yl)-2-azaspiro[3.3]heptane-2-carbonyl]piperazin-1-yl]-2-(4-fluorophenyl)acetamide C1(CC1)C1=NN(C=N1)C1CC2(CN(C2)C(=O)N2CCN(CC2)C(C(=O)N)C2=CC=C(C=C2)F)C1